C(C1=CC=CC=C1)C1(CCCCC1)C benzyl-methyl-cyclohexane